C[Si](CCOCN1C=NC2=C1C=CC=C2B(O)O)(C)C 1-((2-(trimethylsilyl)ethoxy)methyl)-1H-benzo[d]imidazol-4-ylboronic acid